5-aminobenzoic acid ethyl ester C(C)OC(C1=CC=CC(=C1)N)=O